Cl.NC(CC(=O)OC)CC1=C(C=CC(=C1)C(F)(F)F)[N+](=O)[O-] Methyl 3-amino-4-[2-nitro-5-(trifluoromethyl)phenyl]butanoate hydrochloride